(3aR,5s,6aS)-N-(6-(2,3,5-trifluorophenyl)pyridazin-3-yl)-2-(3,3,3-trifluoropropyl)octahydrocyclopenta[c]pyrrol-5-amine FC1=C(C=C(C=C1F)F)C1=CC=C(N=N1)NC1C[C@@H]2[C@@H](CN(C2)CCC(F)(F)F)C1